2-(5-chloro-2,3-dihydro-1H-inden-2-yl)-N-((1r,2r)-1-(3-chloro-4-(2-hydroxy-2-methylpropoxy)phenyl)-1-hydroxy-3-(pyrrolidin-1-yl)propan-2-yl)-2,2-difluoroacetamide ClC=1C=C2CC(CC2=CC1)C(C(=O)N[C@@H]([C@H](O)C1=CC(=C(C=C1)OCC(C)(C)O)Cl)CN1CCCC1)(F)F